6-Bromo-N-((4R,5S,7R,8R,9S,10R)-8,10-dihydroxy-7-(hydroxymethyl)-9-(4-(3,4,5-trifluorophenyl)-1H-1,2,3-triazol-1-yl)-1,6-dioxaspiro[4.5]decan-4-yl)-2-methylquinolin-4-carboxamide BrC=1C=C2C(=CC(=NC2=CC1)C)C(=O)N[C@@H]1CCO[C@]12O[C@@H]([C@@H]([C@@H]([C@H]2O)N2N=NC(=C2)C2=CC(=C(C(=C2)F)F)F)O)CO